8-methyl-1,7-decadiene CC(=CCCCCC=C)CC